Sodium hydrogen carbonate salt C(O)([O-])=O.[Na+]